C1(=C(C=CC=C1)C(C1=C(C=C(N(C)C)C=C1)Br)C1=C(C=C(N(C)C)C=C1)Br)C 4,4'-(o-tolylmethylene)bis(3-bromo-N,N-dimethylaniline)